FC=1C=C(C=CC1O)N1C(N(C(C1(C)C)=O)C1=CC(=C(C#N)C=C1)OC)=S 4-(3-(3-fluoro-4-hydroxyphenyl)-4,4-dimethyl-5-oxo-2-thioxoimidazolidin-1-yl)-2-methoxybenzonitrile